FC(C1=CC=CC(=N1)NC(=O)C=1C=C(C=2N(C1)C=C(N2)C2(CC2)OC)OC)F N-(6-(difluoromethyl)pyridin-2-yl)-8-methoxy-2-(1-methoxycyclopropyl)imidazo[1,2-a]pyridine-6-carboxamide